Cl.O1CCN(CC1)C=1C2=C(N=C(N1)NC1=CC(=NN1)C=1SC=CC1)C1=C(O2)N=CC=C1 4-morpholino-N-(3-(thiophen-2-yl)-1H-pyrazol-5-yl)pyrido[3',2':4,5]furo[3,2-d]pyrimidin-2-amine hydrochloride